FC(COC1COC1)(F)C=1C(=C(C=CC1)[C@@H](C)NC1=NC(=NC2=CC(=C(C=C12)OCCOC)OC)C)F (R)-N-(1-(3-(1,1-difluoro-2-(oxetan-3-yloxy)ethyl)-2-fluorophenyl)ethyl)-7-methoxy-6-(2-methoxyethoxy)-2-methyl-quinazolin-4-amine